N-(2-((3-fluoropropyl)amino)-2,3-dihydro-1H-inden-5-yl)acrylamide FCCCNC1CC2=CC=C(C=C2C1)NC(C=C)=O